4-[(4-fluorophenoxy)methyl]-2-(8-fluoro-3-quinolyl)-4,6,6-trimethyl-5H-1,3-oxazine FC1=CC=C(OCC2(N=C(OC(C2)(C)C)C=2C=NC3=C(C=CC=C3C2)F)C)C=C1